Cl.NC=1N=C(N(N1)C1=NC=CC=N1)C(C)N1C(C2=CC=CC=C2C1=O)=O [1-(5-amino-2-pyrimidin-2-yl-1,2,4-triazol-3-yl)ethyl]Isoindoline-1,3-dione-hydrochloride